[Cl-].C(CCCCCCCCCCC)OCC(C[NH+](CC(O)O)C)O N-(dodecyloxy-2-hydroxypropyl)-methyldihydroxyethyl-ammonium chloride